3-(tert-butoxycarbonylamino)-5-(trifluoromethyl)-6-(2-vinylpyrrolidin-1-yl)pyridine-2-carboxylic acid C(C)(C)(C)OC(=O)NC=1C(=NC(=C(C1)C(F)(F)F)N1C(CCC1)C=C)C(=O)O